2-[3,5-dichloro-4-[(5-isopropyl-6-oxo-1H-pyridazin-3-yl)oxy]phenyl]-6-[(methylamino)methyl]-4H-1,2,4-triazine-3,5-dione ClC=1C=C(C=C(C1OC1=NNC(C(=C1)C(C)C)=O)Cl)N1N=C(C(NC1=O)=O)CNC